propyl-oleic acid C(CC)C(C(=O)O)CCCCCC\C=C/CCCCCCCC